C(C1=C(C(=CC(=C1)Cl)Br)O)C1=C(C(=CC(=C1)Cl)Br)O 2,2'-methylenebis-(4-chloro-6-bromophenol)